tert-butyl 4-[4-[1-(2,6-dioxo-3-piperidyl)-3-methyl-2-oxo-benzimidazol-5-yl]piperidine-1-carbonyl]piperidine-1-carboxylate O=C1NC(CCC1N1C(N(C2=C1C=CC(=C2)C2CCN(CC2)C(=O)C2CCN(CC2)C(=O)OC(C)(C)C)C)=O)=O